dihydroxymethoxyflavone OC(OC1=C(OC2=CC=CC=C2C1=O)C1=CC=CC=C1)O